N12CC(C(CC1)CC2)N2CCCCC2 N-(quinuclidin-3-yl)piperidine